C(C)NC=1C2=C(N=C(C1)NC1=C(C=C(C(=C1)F)S(=O)(=O)N1CCC(CC1)N1CCOCC1)OC)NC=C2C(F)(F)F N4-ethyl-N6-(5-fluoro-2-methoxy-4-((4-morpholinopiperidin-1-yl)sulfonyl)phenyl)-3-(trifluoromethyl)-1H-pyrrolo[2,3-b]pyridine-4,6-diamine